4,4'-(dibenzo[b,d]thiophene-2,8-diyl)dibenzoic acid C1=C(C=CC=2SC3=C(C21)C=C(C=C3)C3=CC=C(C(=O)O)C=C3)C3=CC=C(C(=O)O)C=C3